C(C)[C@@H]1COC2=C3C4=C(N(C(N14)=O)C)C=NC3=CC=C2C=2C=NC(=CC2)OCCCN2CCCCC2 (R)-10-ethyl-2-methyl-7-(6-(3-(piperidin-1-yl)propoxy)pyridine-3-yl)-9,10-dihydro-8-oxa-2,4,10a-triazanaphtho[2,1,8-cde]azulene-1(2H)-one